5-[(1-methyl-4-piperidyl)amino]-7-nitro-furo[2,3-c]pyridine-2-carbonitrile CN1CCC(CC1)NC=1C=C2C(=C(N1)[N+](=O)[O-])OC(=C2)C#N